COC1=NC(=C(C2=C1C=CS2)NC2=CC=CC=C2)C=2C=NN(C2)C2CN(C2)C(C=C)=O 1-(3-(4-(4-methoxy-7-(phenylamino)thieno[3,2-c]pyridin-6-yl)-1H-pyrazol-1-yl)azetidin-1-yl)prop-2-en-1-one